C(C)(C)(C)NC1=CC(=NC2=CN=CC=C12)C1=C2C(=NC=C1)NC=C2 N-tert-butyl-2-{1H-pyrrolo[2,3-b]pyridin-4-yl}-1,7-naphthyridin-4-amine